propanediamine diacetate C(C)(=O)O.C(C)(=O)O.C(CC)(N)N